(2S,3R,11bR)-3-(tert-butoxy)-9,10-dimethoxy-1,3,4,6,7,11b-hexahydro-2H-pyrido[2,1-a]isoquinolin-2-ol C(C)(C)(C)O[C@H]1[C@H](C[C@H]2N(CCC3=CC(=C(C=C23)OC)OC)C1)O